N1=C(C=CC=C1)N1N=CC=C1C(=O)O 1-(pyridine-2-yl)-1H-pyrazole-5-carboxylic acid